C1OC(CCC)COC1 4-ethylenedioxypentane